C(C1=CC=CC=C1)OCOC1=C(C=2N(C=C1)N=CC2C2CCC1(CN(C1)C(=O)OC(C)(C)C)CC2)C(=O)O 5-((benzyloxy)methoxy)-3-(2-(tert-butoxycarbonyl)-2-azaspiro[3.5]nonane-7-yl)pyrazolo[1,5-a]Pyridine-4-carboxylic acid